C(C)(C)[Si](OCC(=O)NNC(=O)C1=NC=C(C=C1N)Br)(C(C)C)C(C)C 3-amino-5-bromo-pyridine-2-carboxylic acid, N'-(2-triisopropylsilanyloxy-acetyl)-hydrazide